5-(dimethylamino)methyl-2-furanmethanol CN(C)CC1=CC=C(O1)CO